Methyl 4-[[2-[4-[6-[(4-cyano-2-fluoro-phenyl)methoxy]-2-pyridyl]-2,5-difluoro-phenyl]acetyl]amino]-3-[[4-methoxy-4-methyl-tetrahydrofuran-3-yl]amino]benzoate C(#N)C1=CC(=C(C=C1)COC1=CC=CC(=N1)C1=CC(=C(C=C1F)CC(=O)NC1=C(C=C(C(=O)OC)C=C1)NC1COCC1(C)OC)F)F